tert-Butyl (2S,5R)-4-((3,3-difluorocyclobutyl)(4-(trifluoromethyl)phenyl)methyl)-2,5-dimethylpiperazine-1-carboxylate FC1(CC(C1)C(N1C[C@@H](N(C[C@H]1C)C(=O)OC(C)(C)C)C)C1=CC=C(C=C1)C(F)(F)F)F